CC1(CC1)NC(O[C@H]1C[C@H](CC1)C1=NN(C(=C1)NC1=NC=CC2=C(C(=CC=C12)OCC1=CC=CC=C1)C1OCCO1)C(C)(C)C)=O (1R,3S)-3-(5-((6-(benzyloxy)-5-(1,3-dioxolan-2-yl)isoquinolin-1-yl)amino)-1-(tert-butyl)-1H-pyrazol-3-yl)cyclopentyl (1-methylcyclopropyl)carbamate